(R)-7-((6-methoxy-2-methyl-4-((1-(4-(2-((methylamino)methyl)phenyl)thiophen-2-yl)ethyl)amino)quinazolin-7-yl)oxy)-1-(piperidin-1-yl)heptan-1-one COC=1C=C2C(=NC(=NC2=CC1OCCCCCCC(=O)N1CCCCC1)C)N[C@H](C)C=1SC=C(C1)C1=C(C=CC=C1)CNC